(R)-3-((6-(1-hydroxyethyl)-8-(isopropylamino)pyrido[3,4-d]pyrimidin-2-yl)amino)propan-1-ol O[C@H](C)C1=CC2=C(N=C(N=C2)NCCCO)C(=N1)NC(C)C